C1(=C(C=CC=C1)NC1=CC=2C=CC=CC2C=2C3=C(OC21)C=CC=C3)C3=CC=CC=C3 N-(1,1'-biphenyl-2-yl)benzo[b]naphtho[1,2-d]furan-6-amine